1-bromo-3-ethyl-5,7-dimethyl-7,8-dihydroimidazo[1,5-a]pyrazin BrC=1N=C(N2C1CN(C=C2C)C)CC